2-(6-Chloro-5-cyano-pyridin-3-yl)-pentanoic acid (5-chloro-pyrazin-2-yl)-amide ClC=1N=CC(=NC1)NC(C(CCC)C=1C=NC(=C(C1)C#N)Cl)=O